[OH-].C(C(=C)C)(=O)NCC[N+](CCCS(=O)(=O)O)(C)C [2-(methacrylamidooxy)ethyl]dimethyl-(3-sulfopropyl)ammonium hydroxide